methyl-[(3-bromo-6-chloro-4-quinolinyl) amino]-5-methyl-benzoate CC=1C(=C(C(=O)[O-])C=C(C1)C)NC1=C(C=NC2=CC=C(C=C12)Cl)Br